BrC=1C=C(C=C(C1NC)N)Cl 6-Bromo-4-chloro-N1-methylbenzene-1,2-diamine